C(C)(C)(C)OC(NC12CN(CC2C1)C1=CC2=C(N=C(N=C2N[C@H](C)C2=C(C(=CC=C2)C(F)F)F)C)C=N1)=O {3-[4-({(1R)-1-[3-(difluoromethyl)-2-fluorophenyl]ethyl}amino)-2-methylpyrido[3,4-d]pyrimidin-6-yl]-3-azabicyclo[3.1.0]hex-1-yl}carbamic acid tert-butyl ester